gamma-glutamyl-Methionine N[C@@H](CCC(=O)N[C@@H](CCSC)C(=O)O)C(=O)O